C(CCC)OC1=C(C(=C(C(=C1F)F)F)F)F butoxypentafluorobenzene